C(CCCCCC)OC(C=1C(C(=O)OCCCCCCC)=CC=CC1)=O Diheptylphthalate